N-hydroxy-3-methoxy-1H-indene-7-carboximidamide ONC(=N)C=1C=CC=C2C(=CCC12)OC